C[Si](O)(OC(C)(C)CC)OC(C)(C)CC methyl-bis(tert-pentoxy)silanol